CCCCCCCCCCCCCCCCCCCCCCCCCCCCCCCCCCC=C hexatriacontene